1-[(3R,5S,8R,9S,10S,13S,14S,17S)-3-hydroxy-10,13-dimethyl-2,3,4,5,6,7,8,9,11,12,14,15,16,17-tetradecahydro-1H-cyclopenta[a]phenanthren-17-yl]ethanone O[C@@H]1CC[C@@]2([C@H]3CC[C@@]4([C@H](CC[C@H]4[C@@H]3CC[C@H]2C1)C(C)=O)C)C